FCC(=O)N(CC(=O)N)NC(=O)[C@H]1N(CCC1)S(=O)(=O)C1=CC=CC=C1 2-[(2-fluoroacetyl)-[[(2S)-1-(benzenesulfonyl)pyrrolidine-2-carbonyl]amino]amino]acetamide